CC1=C(OC2=C1C=C(C=C2)C)C2=CC=CC=C2 3,5-Dimethyl-2-phenylbenzofuran